C(C)OC=1C=C(C=NC1)C#CC=1C=C(C(=O)N2CCNCC2)C=C(C1)C(F)(F)F 4-[3-[2-(5-Ethoxypyridin-3-yl)ethynyl]-5-(trifluoromethyl)benzoyl]piperazin